NC1=NC=CC(=C1Cl)SC=1C=2N(C(=NC1)N1CCC3(CC1)CC1=C(C=NC=C1)[C@H]3N)C=CN2 (S)-1'-(8-((2-amino-3-chloropyridin-4-yl)thio)imidazo[1,2-c]pyrimidin-5-yl)-5,7-dihydrospiro[cyclopenta[c]pyridin-6,4'-piperidin]-7-amine